C1(CCCCC1)C1C(C(CC(C1)=O)C1CCCCC1)(C1=C(C=CC=C1C1=C(C=CC=C1)C)C1=C(C=CC=C1)C)P(=O)=O 2,6-dicyclohexyl-1-[2,6-bis(2-methylphenyl)phenyl]-Phosphocyclohexan-4-one